Chloride Lithium [Li+].[Cl-]